4-({[3-(1-methanesulfonyl-3-methylpiperidin-4-yl)-1-(3-methoxy-2,2-dimethylpropanoyl)-4-methyl-1H-pyrazol-5-yl]oxy}methyl)benzene-1-carboximidamide CS(=O)(=O)N1CC(C(CC1)C1=NN(C(=C1C)OCC1=CC=C(C=C1)C(N)=N)C(C(COC)(C)C)=O)C